(3-bromophenoxy)-9-(4-(2,2-dimethylpropyl-1,1-d2)pyridin-2-yl)-9H-carbazole BrC=1C=C(OC2=CC=CC=3C4=CC=CC=C4N(C23)C2=NC=CC(=C2)C(C(C)(C)C)([2H])[2H])C=CC1